C(C)(=O)OI1(OC(C2=C1C=CC=C2)=O)(OC(C)=O)OC(C)=O 3-oxo-1λ5,2-benziodoxole-1,1,1(3H)-triyl triacetate